N=1C=NN2C1C=C(C=C2)C2=CNC=1N=C(N=CC12)NC1CCC(CC1)C(=O)N1CCCC1 ((1s,4s)-4-((5-([1,2,4]triazolo[1,5-a]pyridin-7-yl)-7H-pyrrolo[2,3-d]pyrimidin-2-yl)amino)cyclohexyl)(pyrrolidin-1-yl)methanone